C(CC(O)(C(=O)O)CC(=O)O)(=O)O.C(C1=CC=CC=C1)(=O)N benzamide citrate